ClC1=C(C=CC=C1)C(CC(=O)C1=C(C=CC=C1)O)=O (2-chlorophenyl)-3-(2-hydroxyphenyl)propan-1,3-dione